[3-(1,3-benzothiazol-2-ylamino)-4-methyl-6,7-dihydro-5H-pyrido[2,3-c]pyridazin-8-yl]-5-[3-[2-fluoro-4-(3-pyrrolidin-1-ylprop-1-ynyl)phenoxy]propyl]thiazole-4-carboxylic acid S1C(=NC2=C1C=CC=C2)NC2=C(C1=C(N=N2)N(CCC1)C=1SC(=C(N1)C(=O)O)CCCOC1=C(C=C(C=C1)C#CCN1CCCC1)F)C